ClC=1C=CC(=NC1)CN1C(=NC=2N(C(N(C(C12)=O)CCCO)=O)C)C=1C=C(C=CC1)C 7-((5-chloropyridin-2-yl)methyl)-1-(3-hydroxypropyl)-3-methyl-8-(m-tolyl)-1H-purine-2,6(3H,7H)-dione